C(C)(C)(C)OC(=O)N1C(N(C2=C1C=CC=C2)CC=2SC=C(C2)C(NC)=O)=O 3-((4-(methylcarbamoyl)thiophen-2-yl)methyl)-2-oxo-2,3-dihydro-1H-benzo[d]imidazole-1-carboxylic acid tert-butyl ester